O=C1NC(CCC1C1=NN(C2=CC(=CC=C12)N(C1CCN(CC1)C(=O)OC(C)(C)C)CCO)C)=O tert-butyl 4-[[3-(2,6-dioxo-3-piperidyl)-1-methyl-indazol-6-yl]-(2-hydroxyethyl)amino]piperidine-1-carboxylate